Tert-butyl 4-(8-{2-[(2,2-difluoroethyl)(isopropyl)carbamoyl]-4-fluorophenyl}-3-methylimidazo[1,5-a]pyridin-6-yl)piperidine-1-carboxylate FC(CN(C(=O)C1=C(C=CC(=C1)F)C=1C=2N(C=C(C1)C1CCN(CC1)C(=O)OC(C)(C)C)C(=NC2)C)C(C)C)F